4-(1-fluoro-2-methylpropan-2-yl)-benzene-sulfonamide FCC(C)(C)C1=CC=C(C=C1)S(=O)(=O)N